N-[3-(6-oxo-4-{6-[2-(2,2,2-trifluoroethoxy)ethoxy]pyridin-3-yl}-1,6-dihydropyrimidin-2-yl)-4-(trifluoromethyl)benzyl]isobutyramide O=C1C=C(N=C(N1)C=1C=C(CNC(C(C)C)=O)C=CC1C(F)(F)F)C=1C=NC(=CC1)OCCOCC(F)(F)F